ClC=1C=C(C(=NC1)N1C(C(N(C(C1)=O)CC1=CC=C(C=C1)C(F)(F)F)CO)=O)F 1-(5-chloro-3-fluoropyridin-2-yl)-3-(hydroxymethyl)-4-(4-(trifluoromethyl)benzyl)piperazine-2,5-dione